CC1=C(C=C(C=C1)NC(CN1CC(CCC1)C(F)(F)F)=O)NC1=NC=CC=C1C1=C2N=CN(C2=NC=N1)C1OCCCC1 N-(4-methyl-3-((3-(9-(tetrahydro-2H-pyran-2-yl)-9H-purin-6-yl)pyridin-2-yl)amino)phenyl)-2-(3-(trifluoromethyl)piperidin-1-yl)acetamide